(S)-2-chloro-1-(2-hydroxyethyl)-4-methyl-5-(2-(trifluoromethyl)phenyl)-1H-pyrrole-3-carboxylic acid methyl ester COC(=O)C1=C(N(C(=C1C)C1=C(C=CC=C1)C(F)(F)F)CCO)Cl